C(=O)(O)C(CCC(=O)ON1C(CCC1=O)=O)N(CCN(CCNCC(=O)O)CC(=O)O)CC 2,2'-(7-(1-carboxy-4-((2,5-dioxopyrrolidin-1-yl)oxy)-4-oxobutyl)-1,4,7-triazanonane-1,4-diyl)diacetic acid